C(=C)C1=C(C2=C(N=CN=C2NC([O-])=O)N1C)C1=CC=C(C=C1)C(=O)N1CCCC1 N-{6-ethenyl-7-methyl-5-[4-(pyrrolidine-1-carbonyl)phenyl]-7H-pyrrolo[2,3-d]pyrimidin-4-yl}carbamate